N1=C(C=2C=CC=C3CCCN1C23)C#N 7,8-dihydro-6H-pyrazolo[4,5,1-ij]quinoline-2-carbonitrile